C(CCCCC)OP1(OCCO1)=O 2-hexoxy-2-oxo-1,3,2-dioxaphospholane